C(C)(=O)C1=C(C2=C(N=C(N=C2)NC2=NC=C(C=C2)N2CCN(CC2)C(C2=CC=C(C=C2)CCl)=O)N(C1=O)C1CCCC1)C 6-acetyl-2-((5-(4-(4-(chloromethyl)benzoyl)piperazin-1-yl)pyridin-2-yl)amino)-8-cyclopentyl-5-methylpyrido[2,3-d]pyrimidin-7(8H)-one